Cl.C[C@@H]1CC2=NN3C(C(NC[C@H]3C)=O)=C2CN1 (3R,7R)-3,7-Dimethyl-1,2,3,4,8,9-hexahydropyrido[4',3':3,4]pyrazolo[1,5-a]pyrazin-10(7H)-one hydrochloride